(R)-5-(4-methoxyphenyl)-6,7-dihydro-5H-cyclopenta[b]pyridin-5-ol COC1=CC=C(C=C1)[C@@]1(CCC2=NC=CC=C21)O